4-aminobenzoic acid sodium salt [Na+].NC1=CC=C(C(=O)[O-])C=C1